3-[(2E)-3,7-dimethyloct-2,6-dien-1-yl]-2,4-dihydroxy-6-nonylbenzoic acid C\C(=C/CC=1C(=C(C(=O)O)C(=CC1O)CCCCCCCCC)O)\CCC=C(C)C